Ethylthiocarbonate C(C)OC([O-])=S